4-fluoro-7-methyl-N-(3-(4-(pyridin-3-ylamino)piperidin-1-yl)phenyl)-1H-indole FC1=C2C=CN(C2=C(C=C1)C)C1=CC(=CC=C1)N1CCC(CC1)NC=1C=NC=CC1